COC(CC1=CC(OC(=C1)C(=O)O)=O)CO 4-(2'-methoxy-3'-hydroxypropyl)-2-oxo-2H-pyran-6-carboxylic acid